2-azidomethyl-4-(3-(cyclopropylmethoxy)-4-(difluoromethoxy)phenyl)pyrrolidine hydrochloride Cl.N(=[N+]=[N-])CC1NCC(C1)C1=CC(=C(C=C1)OC(F)F)OCC1CC1